C1(CC1)NC(C1=CC(=C(C=C1)C)C=1C=C(C(=NC1)NC(CO)(C)C)C1=NC=CC=C1)=O N-cyclopropyl-3-(2'-((1-hydroxy-2-methylpropan-2-yl)amino)-[2,3'-bipyridin]-5'-yl)-4-methylbenzamide